4-((4-Cyclopropyl-2-(N-methylmethanesulfonamido)phenyl)amino)-N-ethoxy-6-((5-methoxypyridin-2-yl)amino)Nicotinamide C1(CC1)C1=CC(=C(C=C1)NC1=CC(=NC=C1C(=O)NOCC)NC1=NC=C(C=C1)OC)N(S(=O)(=O)C)C